C(CC)C1C(=O)OC1C α-propyl-β-butyrolactone